tert-butyl 8-methyl-4-(9-methyl-15-oxo-8-oxa-2,6,14,20,21-pentazatetracyclo[12.6.2.13,7.018,22]tricosa-1(20),3,5,7(23),16,18,21-heptaen-16-yl)-2,3-dihydroquinoxaline-1-carboxylate CC=1C=CC=C2N(CCN(C12)C(=O)OC(C)(C)C)C=1C(N2CCCCC(OC=3N=CC=C(NC4=NC=C(C1)C2=N4)C3)C)=O